(R)-N-(6-chloropyridin-3-yl)-6-((3-fluorotetrahydrofuran-3-yl)methoxy)isoquinolin-1-amine ClC1=CC=C(C=N1)NC1=NC=CC2=CC(=CC=C12)OC[C@@]1(COCC1)F